(S)-5-chloro-2-(4,4-difluoropiperidin-1-yl)-N-(3-(S-methylsulfonimidoyl)phenyl)-4-(trifluoromethyl)benzamide ClC=1C(=CC(=C(C(=O)NC2=CC(=CC=C2)[S@](=O)(=N)C)C1)N1CCC(CC1)(F)F)C(F)(F)F